5-(1-(2,6-dioxopiperidin-3-yl)-2-oxo-1,2-dihydrobenzo[cd]indol-5-yl)pentanal O=C1NC(CCC1N1C(C2=C3C(C=CC=C13)=C(C=C2)CCCCC=O)=O)=O